N-(4-(3-aminopyrrolidin-1-yl)-2-methylquinazolin-7-yl)-4-(dimethylamino)but-2-enamide NC1CN(CC1)C1=NC(=NC2=CC(=CC=C12)NC(C=CCN(C)C)=O)C